C(C1=CC=CC=C1)OC1=C(C(=C(C=C1)B1OC(C(O1)(C)C)(C)C)F)F 2-(4-benzyloxy-2,3-difluoro-phenyl)-4,4,5,5-tetramethyl-1,3,2-dioxaborolane